CC1=C2C(=CC(=C1OC)O)[C@@]3(CC[C@]4([C@@H]5C[C@](CC[C@@]5(CC[C@@]4(C3=CC2=O)C)C)(C)C(=O)O)C)C The molecule is a pentacyclic triterpenoid with formula C30H40O5, originally isolated from Tripterygium doianum. It has a role as a plant metabolite. It is a pentacyclic triterpenoid, a monocarboxylic acid, a cyclic terpene ketone, an enone, an aromatic ether and a member of phenols.